CO[C@@H]1[C@]2(CC[C@@H]3[C@H]4CC[C@](C[C@H]4CC[C@H]3[C@@H]2CCC1)(O)COC)C (2R,4aS,4bR,6aS,7S,10aS,10bR,12aR)-7-methoxy-2-(methoxymethyl)-6a-methyloctadecahydrochrysen-2-ol